N-[5-(2,2-difluoroethoxy)-4,6-dimethoxy-pyrimidin-2-yl]-6-methyl-7-(2-pyrimidyl)-1H-indole-3-sulfonamide FC(COC=1C(=NC(=NC1OC)NS(=O)(=O)C1=CNC2=C(C(=CC=C12)C)C1=NC=CC=N1)OC)F